O1N=C(C2=C1C=CC=C2)CS(=O)(=O)O Benzo[d]isoxazol-3-ylmethanesulfonic acid